NC=1OC(C(C1[C@H](S(=O)(=O)O)C1=CC=CC=C1)=O)([2H])C1=C(C=CC=C1F)Cl.C(C)(C)N1C=C(C2=CC(=CC=C12)OC)CCNS(=O)(=O)C1=CC=CC=C1 N-(2-(1-isopropyl-5-methoxy-1H-indol-3-yl)ethyl)benzenesulfonamide (R)-2-amino-5-(2-chloro-6-fluorophenyl)-4-oxo-4,5-dihydrofuran-3-yl-5-d-phenylmethanesulfonate